C(#N)C1=CC=CC=2OC3=CC(=C(C=C3C(C12)=O)[N+](=O)[O-])S(=O)(=O)C 1-cyano-6-(methylsulfonyl)-7-nitro-9H-xanthene-9-one